FC=1C(=C(C=CC1)NC1=CC(=NC=N1)N1C[C@H]([C@@H](CC1)N1CC2=CC=CC=C2CC1)O)OC trans-1-(6-((3-fluoro-2-methoxyphenyl)amino)pyrimidin-4-yl)-4-(3,4-Dihydroisoquinolin-2(1H)-yl)piperidin-3-ol